(1-(((2r,3s,4r,5r)-5-(6-amino-2-chloro-9H-purin-9-yl)-3,4-dihydroxytetrahydrofuran-2-yl)methoxy)-2-ethoxy-2-oxoethyl)phosphonic acid NC1=C2N=CN(C2=NC(=N1)Cl)[C@H]1[C@@H]([C@@H]([C@H](O1)COC(C(=O)OCC)P(O)(O)=O)O)O